bromonormal butene BrC=CCC